methyl 2-(4-cyano-2-methoxyphenoxy)-4-methyl-5-nitronicotinate C(#N)C1=CC(=C(OC2=C(C(=O)OC)C(=C(C=N2)[N+](=O)[O-])C)C=C1)OC